OC[C@@H]1CN(CCO1)C=1C=CC(=NC1)NC=1C=CC(=C2CNC(C12)=O)C1=CN=C2N1C=CC(=N2)C 7-[[5-[(2S)-2-(hydroxymeth-yl)morpholin-4-yl]-2-pyridyl]amino]-4-(7-methyl-imidazo[1,2-a]pyrimidin-3-yl)isoindolin-1-one